N-(1-(3,4-dichlorophenyl)-2-(dimethylamino)ethyl)-3,5-difluorobenzenesulfonamide ClC=1C=C(C=CC1Cl)C(CN(C)C)NS(=O)(=O)C1=CC(=CC(=C1)F)F